OC1=C(C(=NN1C=1SC=C(N1)C(=O)O)C)CC1=CC=C(C=C1)S(N)(=O)=O 2-(5-hydroxy-3-methyl-4-(4-sulfamoylbenzyl)-1H-pyrazol-1-yl)thiazole-4-carboxylic acid